CC=1C=C(C(=NC1)N(S(=O)(=O)C)C)CNC1=NC(=NC=C1C(F)(F)F)NC1=CC=C(C(=O)N)C=C1 4-({4-[({5-methyl-2-[methyl(methylsulfonyl)amino]pyridin-3-yl}methyl)amino]-5-(trifluoromethyl)pyrimidin-2-yl}amino)benzamide